C1(CC1)C=1N=NN(C1)[C@H](C(=O)N1[C@@H](C[C@H](C1)O)C(=O)NCCC1=CC(=CC=C1)C(NC)=O)C(C)(C)C (2S,4R)-1-[(2S)-2-(4-cyclopropyltriazol-1-yl)-3,3-dimethyl-butanoyl]-4-hydroxy-N-[2-[3-(methylcarbamoyl)phenyl]ethyl]pyrrolidine-2-carboxamide